NC=1C(=NC=C(C1)C)OC1=C(C=C(C=C1)NC(C=C)=O)C(F)(F)F N-(4-((3-amino-5-methylpyridin-2-yl)oxy)-3-(trifluoromethyl)phenyl)acrylamide